butyl 6-(3-(6-(3-amino-1H-pyrazol-1-yl)pyridin-3-yl)-4-(5-chloro-6-methyl-1-(tetrahydro-2H-pyran-2-yl)-1H-indazol-4-yl)-5-methyl-1H-pyrazol-1-yl)-2-azaspiro[3.3]heptane-2-carboxylate NC1=NN(C=C1)C1=CC=C(C=N1)C1=NN(C(=C1C1=C2C=NN(C2=CC(=C1Cl)C)C1OCCCC1)C)C1CC2(CN(C2)C(=O)OCCCC)C1